4-(6-prop-2-enoyloxyhexyloxy)benzoic acid [4-(4-butylcyclohexanecarbonyl) oxy-2-formyl-phenyl] ester C(CCC)C1CCC(CC1)C(=O)OC1=CC(=C(C=C1)OC(C1=CC=C(C=C1)OCCCCCCOC(C=C)=O)=O)C=O